(S)-2-(4-cyclopropyl-6-methoxypyrimidin-5-yl)-4-(1-(4-(1-ethyl-4-(trifluoromethyl)-1H-imidazol-2-yl)-3-fluorophenyl)-ethyl)pyrazolo[1,5-a]pyrimidin-5(4H)-one C1(CC1)C1=NC=NC(=C1C1=NN2C(N(C(C=C2)=O)[C@@H](C)C2=CC(=C(C=C2)C=2N(C=C(N2)C(F)(F)F)CC)F)=C1)OC